tert-butyl N-ethyl-N-(1-[7-((8-fluoro-2-methylimidazo[1,2-a]pyridin-6-yl)carbamoyl)-2-methyl-1,2,3-benzotriazol-4-yl]piperidin-4-yl)-carbamate C(C)N(C(OC(C)(C)C)=O)C1CCN(CC1)C1=CC=C(C2=NN(N=C21)C)C(NC=2C=C(C=1N(C2)C=C(N1)C)F)=O